N-methyl-4-(methylimino)-2-penten-2-amine CNC(C)=CC(C)=NC